3-((tert-butyloxycarbonyl)(methyl)amino)-2-(3-chlorophenyl)propanoic acid C(C)(C)(C)OC(=O)N(CC(C(=O)O)C1=CC(=CC=C1)Cl)C